7-[3-(4-acetamido-1H-pyrazol-1-yl)azetidin-1-yl]-5-methyl-4-oxo-1-(1,3-thiazol-2-yl)-1,4-dihydro-1,8-naphthyridine-3-carboxylic acid C(C)(=O)NC=1C=NN(C1)C1CN(C1)C1=CC(=C2C(C(=CN(C2=N1)C=1SC=CN1)C(=O)O)=O)C